N1=CCCC=C1 3,4-dihydropyridine